C(N)(O[C@@H]1CN(CC1)CC(F)F)=O (S)-(1-(2,2-difluoroethyl) pyrrolidin-3-yl) carbamate